C(C1=CC=CC=C1)(=O)OC1C(CC(C(C1)O[Si](CC)(CC)CC)=O)=O 4-benzoyloxy-6-triethylsiloxy-1,3-cyclohexanedione